FC1=CC=C2C=CC=C(C2=C1C#CC)B1OC(C(O1)(C)C)(C)C 2-(7-fluoro-8-(prop-1-yn-1-yl)naphthalen-1-yl)-4,4,5,5-tetramethyl-1,3,2-dioxaborolane